OC(=O)C(F)(F)F.N[C@@H](CC=1N=C2N(C=CC(=C2)C(=O)OC)C1)C(=O)NCCCCCC methyl (S)-2-(2-amino-3-(hexylamino)-3-oxopropyl)imidazo[1,2-a]pyridine-7-carboxylate TFA salt